C(#N)C=1C=CC(=NC1)C1(CCN(CC1)C(=O)C=1C=CC(=C(C1)NC(=O)NC1COCC1)C)F 1-(5-(4-(5-cyanopyridin-2-yl)-4-fluoropiperidine-1-carbonyl)-2-methylphenyl)-3-(tetrahydrofuran-3-yl)urea